FC=1C=C2C=NN(C2=CC1O)C1=CC=C(C=C1)C1=CC=C(C=C1)C#N 4'-(5-Fluoro-6-hydroxy-1H-indazol-1-yl)-[1,1'-biphenyl]-4-carbonitrile